O1C=NC=C1CNC(=O)NC1=CC2=C(N=C(O2)C2=CC=CC=C2)C=C1 N-[(1,3-oxazol-5-yl)methyl]-N'-(2-phenyl-1,3-benzooxazol-6-yl)urea